3-[2,6-difluoro-3-[[methyl(3-pyridyl)sulfamoyl]amino]benzoyl]-5-(2-methoxypyrimidin-5-yl)-1H-pyrrolo[2,3-b]pyridine FC1=C(C(=O)C2=CNC3=NC=C(C=C32)C=3C=NC(=NC3)OC)C(=CC=C1NS(N(C=1C=NC=CC1)C)(=O)=O)F